N1=NC(=CC=C1)C1(CC1)NC(=O)[C@H]1CN(CC[C@@H]1NC(=O)C1=NOC(=C1)C1=C(C=C(C=C1)F)F)C1CCCC1 (3S,4S)-1-Cyclopentyl-4-{[5-(2,4-difluoro-phenyl)-isoxazole-3-carbonyl]-amino}-piperidine-3-carboxylic acid (1-pyridazin-3-yl-cyclopropyl)-amide